CSC1=NC(NC1)=O 4-(methylthio)-1,5-dihydro-2H-imidazol-2-one